(E)-4-methyl-5-(4-methoxy-phenyl)-pent-4-en-3-one C/C(/C(CC)=O)=C\C1=CC=C(C=C1)OC